C1(CC1)NCC1=CC=C(C=C1)C=1N(C=2C=CC=C(C2C1)N[C@@H]1[C@@H](CN(CC1)C)F)CC(F)(F)F |r| (+/-)-2-{4-[(cyclopropyl-amino)methyl]phenyl}-N-[(3R,4S)-3-fluoro-1-methylpiperidin-4-yl]-1-(2,2,2-trifluoroethyl)-1H-indol-4-amine